n-decyl-tri(dimethylamino)silane C(CCCCCCCCC)[Si](N(C)C)(N(C)C)N(C)C